3-chloro-N-(4-methylphenyl)aniline ClC=1C=C(NC2=CC=C(C=C2)C)C=CC1